C(C)(C)(C)OC(=O)N1C=C(C=2C1=NC=C(C2)C2=CC(=C1CCN(CC1=C2)C(=O)OCC2=CC=CC=C2)[C@H]2N(CCC2)C(=O)OC(C)(C)C)C benzyl (S)-7-(1-(tert-butoxycarbonyl)-3-methyl-1H-pyrrolo[2,3-b]pyridin-5-yl)-5-(1-(tert-butoxycarbonyl) pyrrolidin-2-yl)-3,4-dihydroisoquinoline-2(1H)-carboxylate